1-((3R,8R,9S,10R,13S,14S)-10,13-dimethyl-17-(pyridin-3-yl)-2,3,4,7,8,9,10,11,12,13,14,15-dodecahydro-1H-cyclopenta[a]phenanthren-3-yl) 8-methyl octanedioate C(CCCCCCC(=O)OC)(=O)O[C@@H]1CC[C@@]2([C@H]3CC[C@@]4(C(=CC[C@H]4[C@@H]3CC=C2C1)C=1C=NC=CC1)C)C